1-(2,3-difluorophenyl)propan-1-one FC1=C(C=CC=C1F)C(CC)=O